tert-butyl (1R,5S,6r)-6-[5,5-dimethyl-4-(4-methylphenyl)-4,5-dihydro-1,2,4-oxadiazol-3-yl]-3-azabicyclo[3.1.0]hexane-3-carboxylate CC1(N(C(=NO1)C1[C@H]2CN(C[C@@H]12)C(=O)OC(C)(C)C)C1=CC=C(C=C1)C)C